ClC1=C(C=CC(=C1)S(=O)(=O)C)C1=NC=C(C=N1)C1CN(C1)C(=O)N1C[C@H](CC1)C(=O)N (3S)-1-[3-[2-(2-chloro-4-methylsulfonyl-phenyl)pyrimidin-5-yl]azetidine-1-carbonyl]pyrrolidine-3-carboxamide